COC=1C=C2C(OC3(CCNCC3)C2=CC1OC)=O 5,6-dimethoxy-3H-spiro[isobenzofuran-1,4'-piperidin]-3-one